NC=1C(=C(C(=O)OCCCCCC)C=CC1)O hexyl aminohydroxybenzoate